C1(=CC=C(C=C1)C1=CC=CC=C1)C(=O)O 4,4'-biphenyl-carboxylic acid